4-((7-(8-ethyl-7-fluoro-3-hydroxynaphthalen-1-yl)-2-(((2R,7aS)-2-fluorotetrahydro-1H-pyrrolizin-7a(5H)-yl)methoxy)-5,6,7,8-tetrahydropyrido[3,4-d]pyrimidin-4-yl)amino)butanoic acid C(C)C=1C(=CC=C2C=C(C=C(C12)N1CC=2N=C(N=C(C2CC1)NCCCC(=O)O)OC[C@]12CCCN2C[C@@H](C1)F)O)F